((6-chloro-5-(naphthalen-2-ylmethoxy)-1H-indol-3-yl)methyl)acetamide ClC1=C(C=C2C(=CNC2=C1)CCC(=O)N)OCC1=CC2=CC=CC=C2C=C1